1-(4-Bromobenzoyl)-3-((methylthio)methyl)cyclobutane-1-carboxylic acid benzyl ester C(C1=CC=CC=C1)OC(=O)C1(CC(C1)CSC)C(C1=CC=C(C=C1)Br)=O